1-(6-(aminomethyl)-3-cyclopropylquinolin-8-yl)-3-methylimidazolidine NCC=1C=C2C=C(C=NC2=C(C1)N1CN(CC1)C)C1CC1